5-(2-(4-(tert-butyl)-1H-imidazol-1-yl)-3-fluoro-5-nitrophenyl)-2H-tetrazole C(C)(C)(C)C=1N=CN(C1)C1=C(C=C(C=C1F)[N+](=O)[O-])C=1N=NNN1